C1CC12N(CCOC2)CCNC(=O)C=2C=C(C(=NC2)C)NC(=O)C=2C=NN1C2SC(=C1)C=1C=NN(C1)C N-(5-((2-(7-oxa-4-azaspiro[2.5]octan-4-yl)ethyl)carbamoyl)-2-methylpyridin-3-yl)-2-(1-methyl-1H-pyrazol-4-yl)pyrazolo[5,1-b]thiazole-7-carboxamide